5-aminomethyl-indane diethyl-(1RS,3aRS,6aRS)-1,5-dimethyl-4,6-dioxo-1,3a,4,5,6,6a-hexahydropyrrolo[3,4-c]pyrrole-1-phosphonate C(C)OP(OCC)(=O)[C@]1(N=C[C@H]2[C@@H]1C(N(C2=O)C)=O)C.NCC=2C=C1CCCC1=CC2 |r|